4-(Benzyloxy)-2-(4-cyclopropyl-2,6-dimethylphenyl)-6-(1-methyl-1H-imidazol-4-yl)-2H-pyrazolo[3,4-d]pyrimidine C(C1=CC=CC=C1)OC=1C=2C(N=C(N1)C=1N=CN(C1)C)=NN(C2)C2=C(C=C(C=C2C)C2CC2)C